COC(=O)C1=C(SC=C1)NC(=O)NCC1=CC2=C(C(N(C2)C2C(NC(CC2)=O)=O)=O)S1 2-(3-((5-(2,6-dioxopiperidin-3-yl)-6-oxo-5,6-dihydro-4H-thieno[2,3-c]pyrrol-2-yl)methyl)ureido)thiophene-3-carboxylic acid methyl ester